N-(5-((6-((R)-3-(2,5-difluorophenyl)isoxazolidine-2-yl)pyrimidine-4-yl)amino)-2-(4-ethylpiperazine-1-yl)-4-methoxy-phenyl)acrylamide FC1=C(C=C(C=C1)F)[C@@H]1N(OCC1)C1=CC(=NC=N1)NC=1C(=CC(=C(C1)NC(C=C)=O)N1CCN(CC1)CC)OC